copper hydrogen fumarate salt C(\C=C\C(=O)[O-])(=O)O.[Cu+2].C(\C=C\C(=O)[O-])(=O)O